C(#CC)C1=C(OC=2C1=NC(=CC2NCC=2SC=CC2)C#CC)C[C@H](C)NC([O-])=O (S)-(1-(3,5-di(prop-1-yn-1-yl)-7-((thiophen-2-ylmethyl)amino)furo[3,2-b]pyridin-2-yl)propan-2-yl)carbamate